5-benzyloxy-4-bromo-2-tert-butyl-aniline C(C1=CC=CC=C1)OC=1C(=CC(=C(N)C1)C(C)(C)C)Br